4-hydroxy-3-(1-phenylethyl)-2H-pyran-2-one OC1=C(C(OC=C1)=O)C(C)C1=CC=CC=C1